ClC1=C(C=CC=C1)CC(=O)C1CC1 2-chlorophenyl-1-cyclopropyl-ethanone